N1C=C(C=2C1=NC=CC2)C=2C=C1C(=NC=NC1=CC2)N 6-(1H-pyrrolo[2,3-b]pyridine-3-yl)quinazoline-4-amine